C(#C)C1=C2C(=CC(=CC2=CC=C1F)O)C1=C(C=2N=C(N=C(C2C(=N1)NC)N1CCOCCC1)OC[C@]12CCCN2C[C@@H](C1)F)F 5-ethynyl-6-fluoro-4-(8-fluoro-2-(((2R,7aS)-2-fluorotetrahydro-1H-pyrrolizin-7a(5H)-yl)methoxy)-5-(methylamino)-4-(1,4-oxazepan-4-yl)pyrido[4,3-d]pyrimidin-7-yl)naphthalen-2-ol